[N-]=[N+]=[N-].[Na+].N(=[N+]=[N-])CC1(CC(C1)NC(OCC1=CC=CC=C1)=O)O Benzyl N-[trans-3-(azidomethyl)-3-hydroxycyclobutyl]carbamate Sodium azide